CN(C1=C(OCC(CO)O)C=CC=C1)C 3-(2-dimethylaminophenoxy)propane-1,2-diol